BrC=1C=C2C(NC(=NC2=CC1)CN1CCC2=CC=CC=C12)=O 6-bromo-2-(indolin-1-ylmethyl)-3H-quinazolin-4-one